ClC=1C=C2C=C(NC2=CC1C1=NC=C(N=C1)OC)CNC(OC(C)(C)C)=O tert-butyl ((5-chloro-6-(5-methoxypyrazin-2-yl)-1H-indol-2-yl)methyl)carbamate